C1(CC1)N1CCS(C2=C(C1=O)SC(=C2)C2=NC(=NC=C2C(F)(F)F)NC2=C(C=C1CCNCC1=C2)CC)(=O)=O 4-cyclopropyl-7-(2-((6-ethyl-1,2,3,4-tetrahydroisoquinolin-7-yl)amino)-5-(trifluoromethyl)pyrimidin-4-yl)-3,4-dihydrothieno[2,3-f][1,4]thiazepin-5(2H)-one 1,1-dioxide